N-(methoxymethyl)-1-phenyl-N-(trimethylsilylmethyl)methanamine COCN(CC1=CC=CC=C1)C[Si](C)(C)C